2,2,2-trifluoroethyl perfluorobutyl-sulfonate FC(C(C(C(F)(F)F)(F)F)(F)F)(S(=O)(=O)OCC(F)(F)F)F